methyl-triphenylphosphonium iodide iodide [I-].[I-].C[P+](C1=CC=CC=C1)(C1=CC=CC=C1)C1=CC=CC=C1.C[P+](C1=CC=CC=C1)(C1=CC=CC=C1)C1=CC=CC=C1